3-bromo-2,4-difluoro-9,9-dimethylfluorene BrC=1C(=CC=2C(C3=CC=CC=C3C2C1F)(C)C)F